[Br-].[Br-].C(C)N(C1=CC=C(C=C1)C=CC=CC=CC1=CC=[NH+]C=C1)CC.C(C)N(CC)C1=CC=C(C=C1)C=CC=CC=CC1=CC=[NH+]C=C1 4-(6-(4-(Diethylamino)Phenyl)Hexatrienyl)Pyridinium Dibromid